tris(2,6-dimethylphenyl)-phosphonium tetrakis(pentafluorophenyl)borate FC1=C(C(=C(C(=C1[B-](C1=C(C(=C(C(=C1F)F)F)F)F)(C1=C(C(=C(C(=C1F)F)F)F)F)C1=C(C(=C(C(=C1F)F)F)F)F)F)F)F)F.CC1=C(C(=CC=C1)C)[PH+](C1=C(C=CC=C1C)C)C1=C(C=CC=C1C)C